propenyl-glycine C(=CC)NCC(=O)O